C(C)OC(/C=C/COCCOCCOCCOCCOCC1=CC=CC=C1)=O (E)-1-phenyl-2,5,8,11,14-pentoxaoctadec-16-en-18-oic acid ethyl ester